dithiol Diacrylate C(C=C)(=O)O.C(C=C)(=O)O.S1SCC=C1